COC(=O)[C@H]1N(CCC1)CC1=C(C(=C(C=C1)NC(=O)OC(C)(C)C)[N+](=O)[O-])F (2S)-1-{[4-(tert-Butoxycarbonylamino)-2-fluoro-3-nitro-phenyl]methyl}-pyrrolidine-2-carboxylic acid methyl ester